3-[4-[3-(5-cyano-1H-indol-3-yl)propyl]piperazine-1-carbonyl]-4-cyclopropylmethoxy-N-cyclopropylmethylbenzenesulfonamide C(#N)C=1C=C2C(=CNC2=CC1)CCCN1CCN(CC1)C(=O)C=1C=C(C=CC1OCC1CC1)S(=O)(=O)NCC1CC1